C(C)(C)(C)OC(=O)N1CCC2(CC[C@@H]2N[S@@](=O)C(C)(C)C)CC1 (1S)-1-{[(S)-2-methylpropan-2-sulfinyl]amino}-7-azaspiro[3.5]nonane-7-carboxylic acid tert-butyl ester